BrC1=C(C2=C(N=C(N=C2)Cl)N(C1=O)C1CCCC1)C 6-bromo-2-chloro-8-cyclopentyl-5-methyl-pyrido[2,3-d]pyrimidin-7(8H)-one